C(C)(C)(C)OC(=O)N1C(CNCC1)C1=C(C(N(C2=NC(=C(C=C12)Cl)Cl)C=1C(=NC=CC1C)C(C)C)=O)C#N (6,7-dichloro-3-cyano-1-(2-isopropyl-4-methylpyridin-3-yl)-2-oxo-1,2-dihydro-1,8-naphthyridin-4-yl)piperazine-1-carboxylic acid tert-butyl ester